2-(3-methoxyphenyl)-4-oxo-1,4-dihydroquinoline-6-carboxylic acid ethyl ester C(C)OC(=O)C=1C=C2C(C=C(NC2=CC1)C1=CC(=CC=C1)OC)=O